tert-butyl (S)-7-(4-((2-fluoro-3-methoxypropyl)amino)butyl)-3,4-dihydro-1,8-naphthyridine-1(2H)-carboxylate F[C@@H](CNCCCCC1=CC=C2CCCN(C2=N1)C(=O)OC(C)(C)C)COC